3-(5-cyclopropyl-4-(3-fluoropyridin-2-yl)isoxazol-3-yl)-1-isopropyl-1H-pyrazolo[4,3-c]pyridin-4-amine C1(CC1)C1=C(C(=NO1)C1=NN(C2=C1C(=NC=C2)N)C(C)C)C2=NC=CC=C2F